methyl 6-(((trifluoromethyl)sulfonyl)oxy)spiro[3.5]non-6-ene-7-carboxylate FC(S(=O)(=O)OC=1CC2(CCC2)CCC1C(=O)OC)(F)F